C(C)(C)(C)OC(=O)N1CC2=CC(=CC(=C2CC1)OC)F 7-fluoro-5-methoxy-3,4-dihydroisoquinoline-2(1H)-carboxylic acid tert-butyl ester